C(C=1C(C(=O)O)=CC=CC1)(=O)NN(CCCNC(N)=N)C(=O)O phthaloyl-aza-arginine